(6-Chlorobenzothiazol-2-yl)-3-methylbutan-2-ol ClC1=CC2=C(N=C(S2)CC(C(C)C)O)C=C1